[C@@H]12CCC#CCC[C@H]2C1 (1R,8S,9r)-Bicyclo[6.1.0]non-4-yn